(2S,4R)-1-((S)-2-acetamidopropanoyl)-4-hydroxy-N-((1S,2R)-2-phenylcyclopropyl)pyrrolidine-2-carboxamide C(C)(=O)N[C@H](C(=O)N1[C@@H](C[C@H](C1)O)C(=O)N[C@@H]1[C@H](C1)C1=CC=CC=C1)C